CN(S(=O)(=O)C)C1=C(C=NC=C1)[N+](=O)[O-] N-methyl-N-(3-nitropyridin-4-yl)methanesulfonamide